(R)-3-(5'-fluoro-2'-hydroxy-[1,1'-biphenyl]-4-yl)-2-(2-(2-methylimidazo[2,1-b][1,3,4]thiadiazol-6-yl)acetamido)propionic acid FC=1C=CC(=C(C1)C1=CC=C(C=C1)C[C@H](C(=O)O)NC(CC=1N=C2SC(=NN2C1)C)=O)O